FC=1C=C2C(=CN(C(C2=CC1F)=O)C)[C@@H](C)N(C(=O)C=1C=C2C(=CC=CN2C1)F)C |r| Racemic-N-(1-(6,7-difluoro-2-methyl-1-oxo-1,2-dihydroisoquinolin-4-yl)ethyl)-8-fluoro-N-methylindolizine-2-carboxamide